C(C)(C)(C)S(=O)NC(CC[C@H]1CC(N(C1)C(=O)OC(C)(C)C)(C)C)C1=NC(=CC=C1)C(F)(F)F tert-butyl (4S)-4-[3-(tert-butylsulfinylamino)-3-[6-(trifluoromethyl)-2-pyridyl]propyl]-2,2-dimethyl-pyrrolidine-1-carboxylate